2-bromo-3,4,5,6-tetrafluoro-N-((4-(trifluoromethyl)pyridin-3-yl)methyl)benzenesulfonamide BrC1=C(C(=C(C(=C1F)F)F)F)S(=O)(=O)NCC=1C=NC=CC1C(F)(F)F